(R)-4-(6-(4-(2-hydroxy-2-phenylacetyl)piperazin-1-yl)pyridin-3-yl)-6-(3-hydroxypropoxy)pyrazolo[1,5-a]pyridine-3-carbonitrile 2,2,2-tri-fluoroacetate FC(C(=O)O)(F)F.O[C@@H](C(=O)N1CCN(CC1)C1=CC=C(C=N1)C=1C=2N(C=C(C1)OCCCO)N=CC2C#N)C2=CC=CC=C2